(3-bromo-5-(trifluoromethyl)phenyl)boric acid BrC=1C=C(C=C(C1)C(F)(F)F)OB(O)O